N(=O)N1CCC(CC1)C(CN1CCN(CC1)C1=CC=C(C=C1)C1C(NC(CC1)=O)=O)C 3-(4-(4-(2-(1-nitrosopiperidin-4-yl)propyl)piperazin-1-yl)phenyl)piperidine-2,6-dione